bromo-N-(3-morpholinopropyl)-9H-pyrimido[4,5-b]indol-4-amine BrC=1N=C(C2=C(NC3=CC=CC=C23)N1)NCCCN1CCOCC1